(3R)-3-amino-5-[(4-chlorophenyl)methyl]-8-fluoro-7-[5-[(3-fluoro-1-bicyclo[1.1.1]pentanyl)amino]-1,3,4-oxadiazol-2-yl]-1,1-dioxo-2,3-dihydro-1lambda6,5-benzothiazepin-4-one N[C@H]1CS(C2=C(N(C1=O)CC1=CC=C(C=C1)Cl)C=C(C(=C2)F)C=2OC(=NN2)NC21CC(C2)(C1)F)(=O)=O